1,1,1,2,2,3,4,5,5,5-Decafluoro-3-methoxy-4-(trifluoromethyl)-pentan FC(C(C(C(C(F)(F)F)(C(F)(F)F)F)(OC)F)(F)F)(F)F